2-[2-[2-[2-[2-[2-[2-[2-(2-hydroxyethoxy)ethoxy] ethoxy]ethoxy]ethoxy]ethoxy]ethoxy]ethoxy]ethyl 4-methylbenzenesulfonate CC1=CC=C(C=C1)S(=O)(=O)OCCOCCOCCOCCOCCOCCOCCOCCOCCO